NOC(C(=O)[O-])(C)C 2-(aminooxy)-2-methylpropionate